diphenyl-(2,4,6-trimethyl-benzoyl)phosphorus C1(=CC=CC=C1)P(C(C1=C(C=C(C=C1C)C)C)=O)C1=CC=CC=C1